FC1=C(OC=2C(=NC=CC2)C(=O)NCCC)C=CC(=C1)NC(=O)C=1N=NN(C1C)C1=CC=CC=C1 (2-fluoro-4-(5-methyl-1-phenyl-1H-1,2,3-triazole-4-carboxamido)phenoxy)-N-propylpicolinamide